5-(4-(methylsulfonyl)phenyl)thiazolo[5,4-b]Pyridine CS(=O)(=O)C1=CC=C(C=C1)C1=CC=C2C(=N1)SC=N2